(S)-5-(2-chlorobenzoyl)-2-(3-(5-fluoropyridin-2-ylamino)pyrrolidin-1-yl)benzaldehyde ClC1=C(C(=O)C=2C=CC(=C(C=O)C2)N2C[C@H](CC2)NC2=NC=C(C=C2)F)C=CC=C1